O(C1=CC=CC=C1)C1=CC=C(C=C1)C(C(F)(F)F)=NO 1-(4-phenoxyphenyl)-2,2,2-trifluoroethanone oxime